CCOC(=O)[C@H](CCC1=CC=CC=C1)N[C@H]2CCCN3CCC[C@H](N3C2=O)C(=O)O The molecule is a pyridazinodiazepine resulting from the formal condensation of the carboxy group of cilazaprilat with ethanol. It is a drug used in the treatment of hypertension and heart failure. It has a role as a prodrug, an antihypertensive agent and an EC 3.4.15.1 (peptidyl-dipeptidase A) inhibitor. It is an ethyl ester, a pyridazinodiazepine and a dicarboxylic acid monoester. It derives from a Cilazaprilat.